Bis(2,3-dihydroxypropylthio)ethylene OC(CSC=CSCC(CO)O)CO